C12(CC3CC(CC(C1)C3)C2)CN adamantanemethanamine